C(C1CO1)N1CCN(CC1)C(=O)OC(C)(C)C 1-(2,3-epoxypropyl)-4-tert-butoxycarbonyl-piperazine